((S)-2,2,4-trimethylpyrrolidin-1-yl)pyridine-3-carboxamide CC1(N(C[C@H](C1)C)C1=NC=CC=C1C(=O)N)C